bicyclo[2.2.2]Octane-2-carboxylic acid ethyl ester hydrochloride Cl.C(C)OC(=O)C1C2CCC(C1)CC2